thiobis(2-methyl-6-t-butylphenol) S(C=1C(=C(C(=CC1)C(C)(C)C)O)C)C=1C(=C(C(=CC1)C(C)(C)C)O)C